C(CCCCCCCCCCCCCCCC)[N+](O)(CCCCCCCCCCCCCCCCCC)[O-] N-heptadecyl-N-octadecylhydroxylamine oxide